BrC1=CC=CC(=N1)C(CO)(C)C 2-(6-Bromopyridin-2-yl)-2-methylpropan-1-ol